tert-butyl 5-(4-(pyrrolidin-2-yl)phenoxy)pentanoate N1C(CCC1)C1=CC=C(OCCCCC(=O)OC(C)(C)C)C=C1